2-Amino-N-(1-{8-chloro-5-[4-(methyl-sulfonyl)phenyl]imidazo[1,5-a]pyridin-6-yl}ethyl)pyrazolo[1,5-a]pyrimidine-3-carboxamide trifluoroacetate salt FC(C(=O)O)(F)F.NC1=NN2C(N=CC=C2)=C1C(=O)NC(C)C=1C=C(C=2N(C1C1=CC=C(C=C1)S(=O)(=O)C)C=NC2)Cl